(S)-6'-fluoro-N-hydroxy-1',5',10',10a'-tetrahydro-3'H-spiro[cyclohexane-1,2'-pyrrolo[1,2-b]isoquinoline]-8'-carboxamide FC1=CC(=CC=2C[C@@H]3N(CC12)CC1(C3)CCCCC1)C(=O)NO